Cl.Cl.NC1CCC(CC1)NC1CC(N(C2=CC=CC=C12)C(CC)=O)C 1-(4-(((1R,4R)-4-aminocyclohexyl)amino)-2-methyl-3,4-dihydroquinolin-1(2H)-yl)propan-1-one dihydrochloride